2-{(3S)-1-[4-(trifluoromethyl)benzyl]-3-pyrrolidinyl}-1,3-benzoxazole FC(C1=CC=C(CN2C[C@H](CC2)C=2OC3=C(N2)C=CC=C3)C=C1)(F)F